(R)-3-([1,1'-biphenyl]-4-yl)-2-(((2R,3R,4S,5R)-5-(6-amino-2-chloro-9H-purin-9-yl)-4-fluoro-3-hydroxytetrahydrofuran-2-yl)methoxy)-2-(thiazol-4-yl)propanoic acid C1(=CC=C(C=C1)C[C@](C(=O)O)(C=1N=CSC1)OC[C@H]1O[C@H]([C@H]([C@@H]1O)F)N1C2=NC(=NC(=C2N=C1)N)Cl)C1=CC=CC=C1